3-iodo-3,3-difluoropropionyl chloride IC(CC(=O)Cl)(F)F